NC=1C=C(C(=O)NCC(=O)NC[C@@H](C(=O)OC)NC(C2=C(C=C(C=C2Cl)N2CCOCC2)Cl)=O)C=CC1 (S)-methyl 3-(2-(3-aminobenzamido)acetamido)-2-(2,6-dichloro-4-morpholinobenzamido)propanoate